ClC=1C(=NC=C(C1)C(F)(F)F)NCCNC(C1=CC=CC=C1)=O N-(2-((3-chloro-5-(trifluoromethyl)pyridine-2-yl)amino)ethyl)benzamide